ClC=1C(=NC=CC1)N1N=C(C=C1)OC 2-(3-chloro-2-pyridyl)-5-methoxy-pyrazole